COCCN1N=CC(=C1)C=1N=C2N(C=CN=C2N)C1C#C[Si](C)(C)C (1-(2-methoxyethyl)-1H-pyrazol-4-yl)-3-((trimethylsilyl)ethynyl)imidazo[1,2-a]pyrazin-8-amine